OC1(C2=CC=CC=C2C=2C(=CC(=CC12)OC)C=1C=NN(C1)C(C(=O)NNC1=CC=C(C=C1)S(=O)(=O)C)C)C(F)(F)F 2-(4-(9-hydroxy-2-methoxy-9-(trifluoromethyl)-9H-fluoren-4-yl)-1H-pyrazol-1-yl)-N'-(4-(methylsulfonyl)phenyl)propanehydrazide